FC(C(=O)N[C@H]1C(O)O[C@@H]([C@@H]([C@@H]1O)O)CO)(F)F N-Trifluoroacetylgalactosamin